FC1=CC=C(C=C1)NC1=CC=CC=C1 N-(4-fluorophenyl)aniline